C(CCC)OCCCNCCCN1CCOCC1 N-(3-butoxypropyl)-3-morpholinopropan-1-amine